(1-(6-Fluoronaphthalen-1-yl)cyclopropyl)-2-methyl-5-(2-(methylamino)ethoxy)benzamide FC=1C=C2C=CC=C(C2=CC1)C1(CC1)C=1C(=C(C(=O)N)C=C(C1)OCCNC)C